dihexyl-7,15-dioxo-6,8,14,16-tetraoxa-11-azahenicosandioate C(CCCCC)OC(CCCCOC(OCCNCCOC(OCCCCC(=O)OCCCCCC)=O)=O)=O